CC1(OC(C(C(O1)=O)C(CCCCCCCCCCCCC(=O)OC(C)(C)C)=O)=O)C tert-butyl 14-(2,2-dimethyl-4,6-dioxo-1,3-dioxan-5-yl)-14-oxotetradecanoate